(2-(2,6-dioxopiperidin-3-yl)-1,3-dioxoisoindolin-4-ylamino)hexadecanamide O=C1NC(CCC1N1C(C2=CC=CC(=C2C1=O)NC(C(=O)N)CCCCCCCCCCCCCC)=O)=O